methyl (2S)-2-{[(tert-butoxy)carbonyl]amino}-4-[(1,3-dioxo-2,3-dihydro-1H-isoindol-2-yl)oxy]butanoate C(C)(C)(C)OC(=O)N[C@H](C(=O)OC)CCON1C(C2=CC=CC=C2C1=O)=O